3-(2-methyl-5-((5-(morpholinomethyl)pyridin-2-yl)methoxy)-4-oxoquinazolin-3(4H)-yl)piperidine-2,6-dione CC1=NC2=CC=CC(=C2C(N1C1C(NC(CC1)=O)=O)=O)OCC1=NC=C(C=C1)CN1CCOCC1